2,2',2''-{10-[1-tert-butoxy-3-{4-[2-(2-ethoxyethoxy)ethoxy]phenyl}-1-oxoprop-2-yl]-1,4,7,10-tetraazacyclododecane-1,4,7-tri-yl}tris(3-tert-butoxypropionic acid) C(C)(C)(C)OC(C(CC1=CC=C(C=C1)OCCOCCOCC)N1CCN(CCN(CCN(CC1)C(C(=O)O)COC(C)(C)C)C(C(=O)O)COC(C)(C)C)C(C(=O)O)COC(C)(C)C)=O